C1(CC1)N1C2CC(CC1CC2)N2CCC(CC2)C=2C=C(C1=C(NC(=N1)C=1C=C(C=3N(C1)N=CN3)OC)C2)C 6-(6-(1-(8-cyclopropyl-8-azabicyclo[3.2.1]oct-3-yl)piperidin-4-yl)-4-methyl-1H-benzo[d]imidazol-2-yl)-8-methoxy-[1,2,4]triazolo[1,5-a]pyridine